FC(C=1C=C(C=C(C1)C(F)(F)F)C1=C2CCCC2=CC=2C=C(CC12)C)(F)F 4-(3,5-bis(trifluoromethyl)phenyl)-6-methyl-1,2,3,5-tetrahydro-s-indacene